C(C1=CC=CC=C1)C1CC(=NO1)CNC(C1=NC(=CC=C1)C(F)(F)F)=O 5-benzyl-3-((6-(trifluoromethyl)picolinamido)methyl)-4,5-dihydroisoxazole